3-AMINO-5-CHLOROBENZALDEHYDE NC=1C=C(C=O)C=C(C1)Cl